methyl (3S,4S)-4-methyl-3-{5-methyl-2-[trans-4-(trifluoromethyl)cyclohexyl]pyrazolo[1,5-a]pyrimidin-7-yl}piperidine-1-carboxylate C[C@@H]1[C@@H](CN(CC1)C(=O)OC)C1=CC(=NC=2N1N=C(C2)[C@@H]2CC[C@H](CC2)C(F)(F)F)C